N-tert-butoxycarbonyl-3-hydroxy-4-fluoropiperidine C(C)(C)(C)OC(=O)N1CC(C(CC1)F)O